(azetidin-1-yl)-3-methyl-3H-imidazo[4,5-B]Pyridin-2-amine N1(CCC1)C1=CC=C2C(=N1)N(C(=N2)N)C